C(C)C1CC2=C(C3=CC=C(C=C3C(=C2CC1)OC(C)=O)C)OC(C=C)=O 2-ethyl-6-methyl-9-acryloyloxy-10-acetoxy-1,2,3,4-Tetrahydroanthracene